N(=[N+]=[N-])C1=C(C=C(C=O)C=C1F)F 4-azido-3,5-difluorobenzaldehyde